FC(S(=O)(=O)OC=1CCCN(C1)C(=O)OC(C)(C)C)(F)F tert-butyl 5-(((trifluoromethyl)sulfonyl)oxy)-3,4-dihydropyridine-1(2H)-carboxylate